1-(4-(6-Methyl-4-(((6-methylpyridazin-3-yl)methyl)amino)pyrido[2,3-d]pyrimidin-2-yl)piperazin-1-yl)ethan-1-one CC1=CC2=C(N=C(N=C2NCC=2N=NC(=CC2)C)N2CCN(CC2)C(C)=O)N=C1